3,4-dimethylpyrrolidine-1-carboxylic acid tert-butyl ester C(C)(C)(C)OC(=O)N1CC(C(C1)C)C